3-amino-4-[7-fluoro-2-(oxan-2-yl)indazol-4-yl]-6-methyl-1H-1,7-phenanthrolin-2-one NC=1C(NC2=C3C=CC=NC3=C(C=C2C1C=1C2=CN(N=C2C(=CC1)F)C1OCCCC1)C)=O